Tert-butyl 4-(4-chloro-3-methylphenyl)-3,3-difluoropiperidine-1-carboxylate ClC1=C(C=C(C=C1)C1C(CN(CC1)C(=O)OC(C)(C)C)(F)F)C